tert-butyl (5-((4-methyl-2-nitrophenyl)amino)pentyl)carbamate CC1=CC(=C(C=C1)NCCCCCNC(OC(C)(C)C)=O)[N+](=O)[O-]